[N+](=O)([O-])C1=CC=C(OC(=O)OCC(C(=O)O)CC(=O)O)C=C1.CC(C)CCC[C@@H](C)[C@H]1CC[C@H]2[C@@H]3CC=C4CC(CC[C@]4(C)[C@H]3CC[C@]12C)O cholest-5-en-3-ol ((((4-nitrophenoxy)carbonyl)oxy)methyl)succinate